N-propenyl-carbamic acid tert-butyl ester C(C)(C)(C)OC(NC=CC)=O